Methyl 2-(acetylamino)-4,7-dihydro-5H-spiro[1-benzothiophene-6,2'-[1,3]dioxolane]-3-carboxylate C(C)(=O)NC=1SC2=C(C1C(=O)OC)CCC1(OCCO1)C2